3-[1-(1-cyclobutyl-4-piperidyl)pyrazol-4-yl]-5-[(1R)-1-(3,5-dichloro-2-methyl-4-pyridyl)ethoxy]-1H-indazole C1(CCC1)N1CCC(CC1)N1N=CC(=C1)C1=NNC2=CC=C(C=C12)O[C@H](C)C1=C(C(=NC=C1Cl)C)Cl